NC1CN(CCC1)C1=C(C=CC(=C1)C(=O)C1=CC=C2C(=CC=CN12)C1=CC2=C(N(C=N2)C)C=C1C(F)(F)F)NS(=O)(=O)C1=C(C(=C(C(=C1F)F)C#N)F)F N-(2-(3-aminopiperidin-1-yl)-4-(8-(1-methyl-6-(trifluoromethyl)-1H-benzo[d]imidazol-5-yl)indolizine-3-carbonyl)phenyl)-4-cyano-2,3,5,6-tetrafluorobenzenesulfonamide